C(C)(C)(C)OC(CNC(=O)C1=CC=NC2=CC(=CC=C12)C(F)F)=O (7-(difluoromethyl)quinoline-4-carbonyl)glycine tert-butyl ester